C1(CC1)C1=NN=C(O1)C12CC(C1)(C2)C2CN(C2)C(=O)N2CC1(C2)CC(C1)N1N=C(N=C1)C1CC1 [3-[3-(5-cyclopropyl-1,3,4-oxadiazol-2-yl)-1-bicyclo[1.1.1]pentanyl]azetidin-1-yl]-[6-(3-cyclopropyl-1,2,4-triazol-1-yl)-2-azaspiro[3.3]heptan-2-yl]methanone